ClC1=NC=C(C(=N1)C=1C=C(C=CC1)C1=C(C=CC=C1)Cl)Cl 2,5-dichloro-4-(2'-chloro-[1,1'-biphenyl]-3-yl)pyrimidine